FC=1C=C(CC2=CC(=NC=C2)N2N=C(C(=C2)C=O)C(=O)OC)C=C(C1)C(F)(F)F methyl 1-(4-(3-fluoro-5-(trifluoromethyl)benzyl)pyridin-2-yl)-4-formyl-1H-pyrazole-3-carboxylate